C(C)(C)(C)OC(=O)NCCONC(=O)C1=NN(C=C1)C=1CN2C(N(C(C1)C2)OS(=O)(=O)[O-])=O.C2(=CC=CC=C2)[P+](\C=C\C)(C2=CC=CC=C2)C2=CC=CC=C2 triphenyl-[(E)-prop-1-enyl]phosphonium [3-[3-[2-(tert-butoxycarbonylamino)ethoxycarbamoyl]pyrazol-1-yl]-7-oxo-1,6-diazabicyclo[3.2.1]oct-3-en-6-yl]sulfate